C(C)(C)N1C=CC2=CC(=CC=C12)C1=NC(=NO1)C1=C(C=CC=C1)OC 5-(1-isopropyl-1H-indol-5-yl)-3-(2-methoxy-phenyl)-1,2,4-oxadiazole